3-methoxy-L-phenylalanine COC=1C=C(C[C@H](N)C(=O)O)C=CC1